ClCC1=NC2=C(N1C(C)C)C=C(C=C2OC)C(=O)O.COC2=C(C(=O)NN)C=CC=C2 o-methoxybenzoyl-hydrazine 2-(chloromethyl)-1-isopropyl-4-methoxy-1H-benzo[d]imidazole-6-carboxylate